methyl (1aS,6aS,6bR)-hexahydrocyclopropa[a]pyrrolizine-6a(4H)-carboxylate C1[C@@H]2[C@H]1CN1CCC[C@@]21C(=O)OC